C(N)(=O)C=1N=CN(C1)C1=CC=CC(=N1)C(=O)NC=1C=NC(=CC1)C(F)(F)F 6-(4-carbamoyl-1H-imidazol-1-yl)-N-(6-(trifluoromethyl)pyridin-3-yl)pyridineamide